FC(N1N=CC(=C1)C1=CC(=CC(=N1)N1N=CC=2C(=NC(=CC21)C=2C=NC=CC2OC)C)N2[C@@H]([C@H](C2)CS(=O)(=O)C)C)F 1-(6-(1-(difluoromethyl)-1H-pyrazol-4-yl)-4-((2R,3S)-2-methyl-3-((methylsulfonyl)methyl)azetidin-1-yl)pyridin-2-yl)-6-(4-methoxypyridin-3-yl)-4-methyl-1H-pyrazolo[4,3-c]pyridine